OC1(COC1)C=1C=C(C=CC1)NC(=O)N1CCC(CC1)OC1=CC=C(C=C1)C(F)(F)F N-(3-(3-hydroxyoxetan-3-yl)phenyl)-4-(4-(trifluoromethyl)phenoxy)piperidine-1-carboxamide